(R)-4-(7-isopropyl-2-(1H-pyrazol-3-yl)-6,7,8,9-tetrahydro-2H-1,2,3,7-tetraazabenzo[cd]azulene-4-yl)-3-methylmorpholine formate C(=O)O.C(C)(C)N1CC=2C3=C(N(N=C3CC1)C1=NNC=C1)N=C(C2)N2[C@@H](COCC2)C